4-(4-nitro-1H-1,3-benzodiazepine-2-yl)phenol [N+](=O)([O-])C=1N=C(NC2=C(C1)C=CC=C2)C2=CC=C(C=C2)O